BrC1=C(C2=C(N[C-](N=C2Cl)C=2N(C=CN2)C)S1)C1=CC=CC=C1 6-Bromo-4-chloro-2-(1-methyl-1H-imidazol-2-yl)-5-phenylthieno[2,3-d]pyrimidineiD